N-(4-(5-acetyl-2-(4-fluorophenyl)-4,5,6,7-tetrahydropyrazolo[1,5-a]pyrazin-3-yl)pyridin-2-yl)-2-(dimethylamino)acetamide C(C)(=O)N1CC=2N(CC1)N=C(C2C2=CC(=NC=C2)NC(CN(C)C)=O)C2=CC=C(C=C2)F